NC=1C=C(C2=C(OCCO2)C1)N1C(CNCC1)O 7-Amino-5-(2-hydroxypiperazin-1-yl)-2,3-dihydro-1,4-benzodioxine